C(C)OC(CC=1C=C(C=CC1)C1=C2C=CNC2=CC=C1NC(=O)C1=CC=2C=3C(COC2C=C1C=1C(=NC(=CC1)C(NCCC)=O)C(=O)OC)=CSC3)=O methyl 3-(8-((4-(3-(2-ethoxy-2-oxoethyl)phenyl)-1H-indol-5-yl)carbamoyl)-4H-thieno[3,4-c]chromen-7-yl)-6-(propylcarbamoyl)picolinate